FC=1C=C(C=NC1C)C1=NOC(=C1COC1=CC=C(C=N1)C(=O)NC1CCOCC1)C 6-((3-(5-fluoro-6-methyl-3-pyridinyl)-5-methyl-isoOxazol-4-yl)methoxy)-N-tetrahydropyran-4-yl-pyridine-3-carboxamide